(2R,3R)-5,7-dihydroxy-2-(3,4,5-trihydroxyphenyl)chroman-3-yl 4-hydroxybenzoate OC1=CC=C(C(=O)O[C@H]2[C@H](OC3=CC(=CC(=C3C2)O)O)C2=CC(=C(C(=C2)O)O)O)C=C1